FC(F)F.FC(F)F.[Li] Lithium bis(trifluoromethane)